benzyl N-[3-(2-bromo-3,5-difluoro-6-nitro-anilino)-2-hydroxy-propyl]carbamate BrC1=C(NCC(CNC(OCC2=CC=CC=C2)=O)O)C(=C(C=C1F)F)[N+](=O)[O-]